3-Fluoro-N-((1-methylpiperidin-4-yl)methyl)-5-((1-oxo-6-(3-(trifluoromethyl)-1H-pyrazol-4-yl)isoquinolin-2(1H)-yl)methyl)benzamide FC=1C=C(C(=O)NCC2CCN(CC2)C)C=C(C1)CN1C(C2=CC=C(C=C2C=C1)C=1C(=NNC1)C(F)(F)F)=O